NC=1C2=C(N(C(N1)=O)C=1C(=NC=CC1)Cl)N=C(C=C2)C2CC2 (+)-4-amino-1-(2-chloropyridin-3-yl)-7-cyclopropylpyrido[2,3-d]pyrimidin-2(1H)-one